N-[(1R,2S)-5-(Difluoromethyl)-7-fluoro-2-hydroxy-2,3-dihydro-1H-inden-1-yl]-6-{3-methyl-1H-pyrrolo[2,3-b]pyridin-4-yl}pyridine-3-carboxamide FC(C=1C=C2C[C@@H]([C@@H](C2=C(C1)F)NC(=O)C=1C=NC(=CC1)C1=C2C(=NC=C1)NC=C2C)O)F